C1=CC=CC=2OCC3=C(C(C21)C2N1N(C(C=4N2N=CC(C4O)=O)=O)CCCC1)C=CC=C3 12-(6,11-dihydrodibenzo[b,e]oxepin-11-yl)-4-hydroxy-7,8,9,10-tetrahydro-12H-dipyridazino[1,2-a:1',6'-d][1,2,4]triazine-3,5-dione